4-((2R,4r,6S)-2-cyano-7-((5-cyclopropyl-7-methyl-1H-indol-4-yl)methyl)-7-azaspiro[3.5]nonan-6-yl)-N-((1-methylazetidin-3-yl)methyl)benzamide C(#N)C1CC2(C1)C[C@H](N(CC2)CC2=C1C=CNC1=C(C=C2C2CC2)C)C2=CC=C(C(=O)NCC1CN(C1)C)C=C2